COC(=O)N1CCC(CC1)CN1CCC(CC1)C1=CC=C2C(=NN(C2=C1)C)C1C(NC(CC1)=O)=O methyl-4-[[4-[3-(2,6-dioxo-3-piperidyl)-1-methyl-indazol-6-yl]-1-piperidyl]methyl]piperidine-1-carboxylate